N1CCC(CC1)NC1=NC=C2C=CN=C(C2=C1)C=1C=C(C#N)C=CC1 3-(7-(piperidin-4-ylamino)-2,6-naphthyridin-1-yl)benzonitrile